CC1=C(OC=2CC(C=3C=NNC3C21)C(F)(F)F)C(=O)[O-] 8-methyl-4-(trifluoromethyl)-4,5-dihydro-1H-furo[2,3-g]indazole-7-carboxylate